C(CCCCCCC\C=C/CCCCCCCC)(=O)[O-].[Co+2].C(CCCCCCC\C=C/CCCCCCCC)(=O)[O-] Cobalt(II) oleate